4-[7-(difluoromethyl)-6-(1-methylpyrazol-4-yl)-3,4-dihydro-2H-quinolin-1-yl]-N-methyl-6-(4-piperidinyl)isoindoline-2-carboxamide FC(C1=C(C=C2CCCN(C2=C1)C1=C2CN(CC2=CC(=C1)C1CCNCC1)C(=O)NC)C=1C=NN(C1)C)F